6-methoxy-N-(1-methyl-2-oxo-1,2-dihydropyridin-3-yl)-2-((1S,2R,4S)-2-methyl-4-(N-methylacetylamino)cyclohexyl)-2H-indazole-5-carboxamide COC=1C(=CC2=CN(N=C2C1)[C@@H]1[C@@H](C[C@H](CC1)NC(CC)=O)C)C(=O)NC=1C(N(C=CC1)C)=O